N-(3-(3-fluorophenyl)-1H-pyrazol-5-yl)-4-morpholinopyrido[3',2':4,5]furo[3,2-d]pyrimidin-2-amine hydrochloride Cl.FC=1C=C(C=CC1)C1=NNC(=C1)NC=1N=C(C2=C(N1)C1=C(O2)N=CC=C1)N1CCOCC1